zinc catecholate C=1([O-])C([O-])=CC=CC1.[Zn+2]